5-chloro-3-methyl-1,2-thiazole-4-carbonitrile ClC1=C(C(=NS1)C)C#N